tert-butyl {trans-4-[(5-bromo-1-methyl-2-oxo-1,2-dihydropyridin-4-yl)oxy]cyclohexyl}carbamate BrC=1C(=CC(N(C1)C)=O)O[C@@H]1CC[C@H](CC1)NC(OC(C)(C)C)=O